FC1=C(C=C(C=C1)F)[C@H]1N(CC[C@H](C1)NC)C(=O)N1CC2(CCCC2)[C@@H](CC1)CN1C(C=C(CC1)C1=CC=CC=C1)=O 1-(((R)-7-((2S,4R)-2-(2,5-difluorophenyl)-4-(methylamino)piperidine-1-carbonyl)-7-azaspiro[4.5]dec-10-yl)methyl)-4-phenyl-5,6-dihydropyridin-2(1H)-one